N[C@H]1CN(C[C@H]1O[Si](C)(C)C(C)(C)C)C(=O)O (3S,4R)-3-amino-4-[tert-butyl-(dimethyl)silyl]Oxy-pyrrolidine-1-carboxylic acid